N-(5-(3-chlorophenyl)-2-methylpyridin-4-yl)pyrazolo[1,5-a]pyrimidine-3-carboxamide ClC=1C=C(C=CC1)C=1C(=CC(=NC1)C)NC(=O)C=1C=NN2C1N=CC=C2